t-butyl (4-aminobicyclo[2.2.1]heptan-1-yl)carbamate NC12CCC(CC1)(C2)NC(OC(C)(C)C)=O